FC(N1N=C(N=N1)[C@H](N1CCN(CC1)C(=O)C1=NC=CC(=C1)C=1OC2=C(CNCC2)N1)C1=CC=CC=C1)F |r| (R/S)-(4-((2-(difluoromethyl)-2H-tetrazol-5-yl)(phenyl)methyl)piperazin-1-yl)(4-(4,5,6,7-tetrahydrooxazolo[4,5-c]pyridin-2-yl)pyridin-2-yl)methanone